C(CCC)C1N(CCC(C1)N)C1CCNCC1 butyl-4-amino-[1,4'-bipiperidine]